CC1(C=C(CCC1)C(CCC=C)=O)C 1-(3,3-dimethylcyclohexen-1-yl)pent-4-en-1-one